(S)-3-(6-methoxypyridin-3-yl)-3-((2-(2-(5,6,7,8-tetrahydro-1,8-naphthyridin-2-yl)ethyl)-2-azaspiro[3.3]hept-6-yl)amino)propionic acid COC1=CC=C(C=N1)[C@H](CC(=O)O)NC1CC2(CN(C2)CCC2=NC=3NCCCC3C=C2)C1